FC1(CC(C1)(C)CN1N=C(C(=C1C(=O)NC1=CC(=NC=C1)S(=O)(=N)C)C(F)(F)F)C1C(C1F)F)F 1-((3,3-difluoro-1-methylcyclobutyl)methyl)-3-(2,3-difluorocyclopropyl)-N-(2-(S-methylsulfonimidoyl)pyridin-4-yl)-4-(trifluoromethyl)-1H-pyrazole-5-carboxamide